CN(C(=O)C1=CC=C(C=C1)CN1C(=CC2=C(C=C(C=C12)SC1=CC(=CC=C1)OC(F)(F)F)SC1=CC(=CC=C1)OC(F)(F)F)C(=O)O)C 1-[[4-(dimethylcarbamoyl)phenyl]methyl]-4,6-bis[[3-(trifluoromethoxy)phenyl]sulfanyl]indole-2-carboxylic acid